O(C1=CC=CC=C1)C1=CC=C(C=C1)C1=NN(C2=NC=NC=C21)[C@H]2CNCCC2 (R)-3-(4-phenoxyphenyl)-1-(piperidin-3-yl)-1H-pyrazolo[3,4-d]Pyrimidine